N-(5-chloro-6-(2H-1,2,3-triazol-2-yl)pyridin-3-yl)-N'-(8-(1-methoxyethyl)-2-methylimidazo[1,2-b]pyridazin-7-yl)urea ClC=1C=C(C=NC1N1N=CC=N1)NC(=O)NC1=C(C=2N(N=C1)C=C(N2)C)C(C)OC